IC=1C(=NN2C1C=C(C=C2)C(F)(F)F)N 3-iodo-5-(trifluoromethyl)pyrazolo[1,5-a]pyridin-2-amine